4-((5-aminopentyl)amino)-2-(1-methyl-2,6-dioxopiperidin-3-yl)isoindoline-1,3-dione NCCCCCNC1=C2C(N(C(C2=CC=C1)=O)C1C(N(C(CC1)=O)C)=O)=O